N-((1S,2S)-2-hydroxy-2,3-dihydro-1H-inden-1-yl)-2-(5-methylpyridin-3-yl)benzo[d]thiazole-6-carboxamide O[C@@H]1[C@H](C2=CC=CC=C2C1)NC(=O)C1=CC2=C(N=C(S2)C=2C=NC=C(C2)C)C=C1